IC=1C=C(C=CC1C(=O)N1CC2=CC=CC=C2C[C@H]1C)CCNC(OC(C)(C)C)=O tert-Butyl [2-(3-iodo-4-{[(3R)-3-methyl-3,4-dihydroisoquinolin-2(1H)-yl]-carbonyl}phenyl)ethyl]carbamate